CC1=C(C=CC(=C1)C)[C@@H]1CC2(CN(C2)C(=O)C2CC(C2)(C)O)CC1 ((S)-6-(2,4-dimethylphenyl)-2-azaspiro[3.4]oct-2-yl)((1S,3r)-3-hydroxy-3-methylcyclobutyl)methanone